rac-(3aR,5R,6aS)-5-[(3,5-dimethylphenyl)methyl]-2-[2-hydroxy-2-(4-hydroxyphenyl)ethyl]-octahydrocyclopenta[c]pyrrol-5-ol CC=1C=C(C=C(C1)C)CC1(C[C@@H]2[C@@H](CN(C2)CC(C2=CC=C(C=C2)O)O)C1)O |r|